C(CC)N(N)C(=O)[O-] 1-propylhydrazine-1-carboxylate